N[C@@H](CCC(N)=O)C(=O)OCC1=CC=CC=C1 benzyl glutaminate